COC(=O)C1=CC=2C3=C(C(=NC2C=C1)N)CCO3 4-Amino-2,3-dihydrofuro[3,2-c]quinoline-8-carboxylic acid methyl ester